ClC=1C=C(C=C(C1)F)[C@@H]1N(OCC1)C1=CC(=NC=N1)NC=1C(=CC(=C(C1)NC(C=C)=O)N1CCC(CC1)N1C[C@H](N(CC1)C1CC1)C)OC N-(5-((6-((R)-3-(3-chloro-5-fluorophenyl)-isoxazolidine-2-yl)pyrimidine-4-yl)amino)-2-(4-((R)-4-cyclopropyl-3-methylpiperazine-1-yl)piperidine-1-yl)-4-methoxyphenyl)acrylamide